N-(5-((4-(1-cyclopropyl-1H-indol-3-yl)-7-oxo-5,7-dihydrofuro[3,4-d]pyrimidin-2-yl)amino)-4-methoxy-2-((3aR,6aS)-5-methylhexahydropyrrolo[3,4-c]pyrrol-2(1H)-yl)phenyl)acrylamide C1(CC1)N1C=C(C2=CC=CC=C12)C=1C2=C(N=C(N1)NC=1C(=CC(=C(C1)NC(C=C)=O)N1C[C@@H]3CN(C[C@@H]3C1)C)OC)C(OC2)=O